ClC=1C(=C(C=CC1OCC(F)F)NC=1C2=C(N=CN1)C=NC(=C2)N2CCNC1(CC1)C2)F N-[3-chloro-4-(2,2-difluoroethoxy)-2-fluoro-phenyl]-6-(4,7-diazaspiro[2.5]octan-7-yl)pyrido[3,4-d]pyrimidin-4-amine